C(C)(C)(C)N1N=NN=C1C1C2=C(N=C(O1)NC1=CC=CC=C1)C=C(C=C2)Cl 4-(1-(tert-butyl)-1H-tetrazol-5-yl)-7-chloro-N-phenyl-4H-benzo[d][1,3]oxazin-2-amine